4-bromo-2-((1R,3R,5S)-3-((5-cyclopropyl-3-(2-fluorophenyl)isoxazol-4-yl)methoxy)-8-azabicyclo[3.2.1]oct-8-yl)benzo[d]thiazole-6-carboxylic acid methyl ester COC(=O)C1=CC2=C(N=C(S2)N2[C@H]3CC(C[C@@H]2CC3)OCC=3C(=NOC3C3CC3)C3=C(C=CC=C3)F)C(=C1)Br